(benzotriazol-1-yloxy)tris(dimethyl-amino)phosphonium hexafluorophosphate F[P-](F)(F)(F)(F)F.N1(N=NC2=C1C=CC=C2)O[P+](N(C)C)(N(C)C)N(C)C